octane-2,8-dicarboxylate CC(CCCCCCC(=O)[O-])C(=O)[O-]